((2-(6-aminopyridin-3-yl)ethyl)azanediyl)bis(hexane-6,1-diyl)bis(2-(2-(butyldisulfanyl)ethyl)octanoate) NC1=CC=C(C=N1)CCN(CCCCCCC(C(=O)[O-])(CCCCCC)CCSSCCCC)CCCCCCC(C(=O)[O-])(CCCCCC)CCSSCCCC